N[C@]1(C[C@@H](CCC1)CCB(O)O)C(=O)O |r| rac-(1R,3R)-1-amino-3-(2-boronoethyl)-cyclohexane-1-carboxylic acid